C(C)OP(=O)(OCC)NC1=CC=C(C=C1)C diethoxyphosphoryl-p-toluidine